(S)-2-(5-(3-(2-chloro-7-(1-methoxyethyl)pyrazolo[1,5-a]pyrimidin-6-yl)ureido)-3-(trifluoromethyl)pyridin-2-yl)-N-methoxy-2h-1,2,3-triazole-4-carboxamide ClC1=NN2C(N=CC(=C2[C@H](C)OC)NC(NC=2C=C(C(=NC2)N2N=CC(=N2)C(=O)NOC)C(F)(F)F)=O)=C1